6-Chloro-8-(4-methoxy-phenyl)-1-methyl-9H-pyrido[3,4-b]indole-3-carboxylic acid methyl ester COC(=O)C1=CC2=C(NC3=C(C=C(C=C23)Cl)C2=CC=C(C=C2)OC)C(=N1)C